CC=1C=C2N=C(C(NC2=CC1C)=O)C1=CC=C(C=C1)C 6,7-dimethyl-3-p-tolyl-quinoxalin-2(1H)-one